butyl 4-fluoro-4-[2-[(2S)-2-methylpiperazin-1-yl]ethyl]piperidine-1-carboxylate FC1(CCN(CC1)C(=O)OCCCC)CCN1[C@H](CNCC1)C